ClC1=CC(=C2C(C(=CN(C2=N1)C=1SC=C(N1)C1=CC=CC=C1)C(=O)OCC)=O)C ethyl 7-chloro-5-methyl-4-oxo-1-(4-phenyl-1,3-thiazol-2-yl)-1,4-dihydro-1,8-naphthyridine-3-carboxylate